2,6-dimethoxy-4-[(E)-2-phenylvinyl]pyridine methyl-4-(3-(tert-butoxycarbonyl)-4-methoxyphenyl)-2-oxabicyclo[2.1.1]hexane-1-carboxylate COC(=O)C12OCC(C1)(C2)C2=CC(=C(C=C2)OC)C(=O)OC(C)(C)C.COC2=NC(=CC(=C2)\C=C\C2=CC=CC=C2)OC